CC1(CC2=C(C(N1)=O)C(=C(N2)C2=CC(=NC=C2)NC([C@@H](CC(F)F)C2=CC=C(C=C2)F)=O)NC2=C(C=CC=C2)C)C (2S)-N-{4-[6,6-Dimethyl-3-(2-methylanilino)-4-oxo-4,5,6,7-tetrahydro-1H-pyrrolo[3,2-c]pyridin-2-yl]pyridin-2-yl}-4,4-difluoro-2-(4-fluorophenyl)butanamid